FC1=CC=C(C=C1)S(=O)(=O)N1CCCC2=CC=C(C=C12)NS(=O)(=O)C=1SC=CC1 N-(1-((4-fluorophenyl)sulfonyl)-1,2,3,4-tetrahydroquinolin-7-yl)thiophene-2-sulfonamide